O1C(COCC1)CNC1=C(C=C(C=C1)S(=O)(=O)N)[N+](=O)[O-] 4-[[(1,4-dioxan-2-yl)methyl]amino]-3-nitrobenzene-1-sulfonamide